C(C)(C)[O-] iso-propanolate